7-((S)-1-(benzyloxy)-3-methyl-1-oxobutan-2-yl)-6-oxo-2,7-diazaspiro[4.4]nonane-2-carboxylate C(C1=CC=CC=C1)OC([C@H](C(C)C)N1C(C2(CCN(C2)C(=O)[O-])CC1)=O)=O